(2-((5-chloro-2-methoxyphenyl)amino)-2-oxoethyl)thioether ClC=1C=CC(=C(C1)NC(CSCC(NC1=C(C=CC(=C1)Cl)OC)=O)=O)OC